Methyl (S)-2-((4-((2-((4-Cyano-2-fluorophenoxy)methyl)-5-fluoropyridin-4-yl)oxy)piperidin-1-yl)methyl)-1-(oxetan-2-ylmethyl)-1H-benzo[d]imidazole-6-carboxylate C(#N)C1=CC(=C(OCC2=NC=C(C(=C2)OC2CCN(CC2)CC2=NC3=C(N2C[C@H]2OCC2)C=C(C=C3)C(=O)OC)F)C=C1)F